sodium dichromate chromium(I) acetate C(C)(=O)[O-].[Cr+].[Cr](=O)(=O)([O-])O[Cr](=O)(=O)O.[Na+]